C(C)N(C(C)(C)C1=CC=C(C=C1)C1=NNC(=C1C(C)C)C=1C=C(C=2N(C1)N=CN2)OC)CC N,N-diethyl-2-(4-(4-isopropyl-5-(8-methoxy-[1,2,4]triazolo[1,5-a]pyridin-6-yl)-1H-pyrazol-3-yl)phenyl)propan-2-amine